(1,2,3,4-tetramethyl-5-propylcyclopentadienyl)(indenyl)zirconium dichloride [Cl-].[Cl-].CC1(C(=C(C(=C1CCC)C)C)C)[Zr+2]C1C=CC2=CC=CC=C12